C(CC1=CC=CC=C1)CCO 2-phenethylethanol